bis(2-aminoethyl)-1,2-ethylenediamine NCCNCCNCCN